Ethyl 2-[(1R,3R)-3-{[(tert-butoxy)carbonyl](hexyl)amino}-1-hydroxy-4-methylpentyl]-1,3-thiazole-4-carboxylate C(C)(C)(C)OC(=O)N([C@H](C[C@@H](O)C=1SC=C(N1)C(=O)OCC)C(C)C)CCCCCC